2-(4-chloro-3-fluorophenoxy)-N-{3-[(5-cyanopyrazin-2-yl)amino]bicyclo[1.1.1]pent-1-yl}acetamide monophenyl-dioctyl-phosphite C1(=CC=CC=C1)OP(O)(O)(CCCCCCCC)CCCCCCCC.ClC1=C(C=C(OCC(=O)NC23CC(C2)(C3)NC3=NC=C(N=C3)C#N)C=C1)F